C(#N)CCS(=O)(=O)NC(C)C 2-cyano-N-isopropyl-ethyl-sulfonamide